(3R,4S,5S,6R)-6-(hydroxymethyl)-2,3,4,5-piperidinetetrol OC[C@@H]1[C@@H]([C@@H]([C@H](C(N1)O)O)O)O